O=C1NC(CCC1N1C(C2=CC=C(C=C2C1=O)N1CCC(CC1)(CN1CCC(CC1)CN1[C@H](CNCC1)C)F)=O)=O 2-(2,6-dioxo-3-piperidyl)-5-[4-fluoro-4-[[4-[[(2S)-2-methylpiperazin-1-yl]methyl]-1-piperidyl]methyl]-1-piperidyl]isoindoline-1,3-dione